ethyl 2-({6-[(1,3-benzothiazol-2-yl) amino]-4,5-dimethylpyridazin-3-yl} amino)-5-(3-{4-[3-(dimethylamino) propyl]-2-fluorophenoxy} propyl)-1,3-thiazole-4-carboxylate S1C(=NC2=C1C=CC=C2)NC2=C(C(=C(N=N2)NC=2SC(=C(N2)C(=O)OCC)CCCOC2=C(C=C(C=C2)CCCN(C)C)F)C)C